ClC1=CC=NC2=CC=C(C=C12)F 4-chloro-6-fluoroquinoline